3-(4-(2-(2,6-dioxopiperidin-3-yl)-1,3-dioxoisoindol-4-yl)piperazin-1-yl)-N-methylpropanamide O=C1NC(CCC1N1C(C2=CC=CC(=C2C1=O)N1CCN(CC1)CCC(=O)NC)=O)=O